BrC1=C(C=C2C=C(N(C2=C1)S(=O)(=O)C1=CC=CC=C1)CNC(C)=O)Cl N-((6-bromo-5-chloro-1-(phenylsulfonyl)-1H-indol-2-yl)methyl)acetamide